Octyl(methyl)dichlorsilan C(CCCCCCC)[Si](Cl)(Cl)C